4-(6-fluoro-pyridin-3-yl)-6-(1-methyl-1H-pyrazol-4-yl)pyrazolo[1,5-a]pyridine-3-carbonitrile FC1=CC=C(C=N1)C=1C=2N(C=C(C1)C=1C=NN(C1)C)N=CC2C#N